p-nitrophenyl 2,3,4,6-tetra-O-acetyl-β-D-galactopyranosyl carbonate C(OC1=CC=C(C=C1)[N+](=O)[O-])(O[C@H]1[C@H](OC(C)=O)[C@@H](OC(C)=O)[C@@H](OC(C)=O)[C@H](O1)COC(C)=O)=O